1-methyl-5-(2-methoxyanilino)-1,5-dihydro-4H-pyrazolo[3,4-d]pyrimidine-4-one CN1N=CC2=C1N=CN(C2=O)NC2=C(C=CC=C2)OC